C1=NC=C(C2=CC=CC=C12)S(=O)(=O)C1=CC=C(C=C1)CNC(=O)C=1C=NC=2N(C1)C=CN2 N-{[4-(isoquinoline-4-sulfonyl)phenyl]methyl}imidazo[1,2-a]pyrimidine-6-carboxamide